N1=C(C=CC=C1)SCCC=O 3-(PYRIDIN-2-YLSULFANYL)PROPANAL